Cl.CC(CC(=O)N1CCC(CC1)OC1=C(C=C(C=C1)NC=1C2=C(N=CN1)C=NC(=C2)N2CCNCC2)C)(C)C 3,3-dimethyl-1-(4-(2-methyl-4-((6-(piperazin-1-yl)pyrido[3,4-d]pyrimidin-4-yl)amino)phenoxy)piperidin-1-yl)butan-1-one hydrochloride